[N+](=O)([O-])C1=CC=C(C=C1)CO[C@@H](C(F)(F)F)C1=CC=CC=C1 (R)-1-nitro-4-((2,2,2-trifluoro-1-phenylethoxy)methyl)benzene